FC/C=C/C(=O)O (E)-4-fluorobut-2-enoic acid